(S)-methyl 2-((2S,3S)-3-ethyl-1-(4-methoxy-1H-indole-2-carbonyl)azetidine-2-carboxamido)-3-((S)-2-oxopyrrolidin-3-yl)propanoate C(C)[C@@H]1[C@H](N(C1)C(=O)C=1NC2=CC=CC(=C2C1)OC)C(=O)N[C@H](C(=O)OC)C[C@H]1C(NCC1)=O